2-Chloro-7-trifluoromethylthioxanthone ClC1=CC=2C(C3=CC(=CC=C3SC2C=C1)C(F)(F)F)=O